2-((((3-(2-(Dimethylamino)ethyl)-1H-indol-4-yl)oxy)carbonyl)oxy)propane-1,3-diyl dipalmitate C(CCCCCCCCCCCCCCC)(=O)OCC(COC(CCCCCCCCCCCCCCC)=O)OC(=O)OC1=C2C(=CNC2=CC=C1)CCN(C)C